5-(1-(2,2-difluoroethyl)-1H-benzo[d]imidazol-6-yl)-6-fluoro-N-((3R,4S)-3-fluoro-1-(2-methoxyethyl)piperidin-4-yl)-4-methoxypyrrolo[2,1-f][1,2,4]triazin-2-amine FC(CN1C=NC2=C1C=C(C=C2)C=2C(=CN1N=C(N=C(C12)OC)N[C@@H]1[C@@H](CN(CC1)CCOC)F)F)F